C(C)S(=O)(=O)C=1C=CC(=C(C1)C=1C=C(C(N(C1)C)=O)O)OC 5-(5-ethylsulfonyl-2-methoxyphenyl)-3-hydroxy-1-methylpyridin-2-one